2-(biphenyl-4-yl)-4-chloro-6-(dibenzofuran-3-yl)-1,3,5-triazine C1(=CC=C(C=C1)C1=NC(=NC(=N1)Cl)C=1C=CC2=C(OC3=C2C=CC=C3)C1)C1=CC=CC=C1